O=C1N(CCC(N1)=O)C1=CC=C(OC2CCN(CC2)C(=O)OC(C)(C)C)C=C1 tert-butyl 4-(4-(2,4-dioxotetrahydropyrimidin-1(2H)-yl)phenoxy)piperidine-1-carboxylate